C(=CCCCCCCCCCCCCCCCC)N1C(=C(C(C=C1)=O)OCC1=CC=C(C=C1)O)C N-octadecenyl-2-methyl-3-(4-hydroxybenzyloxy)-pyridin-4-one